C1(=CC=CC=C1)C1=C(C(=NC=C1)C1=C(C=CC=C1)F)C(C([2H])([2H])[2H])([2H])[2H] phenyl(ethyl-d5)(fluorophenyl)pyridine